1,2-Diisocyanatobenzene N(=C=O)C1=C(C=CC=C1)N=C=O